tert-butyl 3-oxo-2-[2-(trifluoromethyl)pyridin-4-yl]-2,8-diazaspiro[4.5]decane-8-carboxylate O=C1N(CC2(C1)CCN(CC2)C(=O)OC(C)(C)C)C2=CC(=NC=C2)C(F)(F)F